FC(CN1C(=NC2=C1C=C(C=C2)C2=CNC=1N=C(N=C(C12)OC)NC1CCC2(OCCO2)CC1)C)F 5-(1-(2,2-difluoroethyl)-2-methyl-1H-benzo[d]imidazol-6-yl)-4-methoxy-N-(1,4-dioxaspiro[4.5]decan-8-yl)-7H-pyrrolo[2,3-d]pyrimidin-2-amine